N1=CN=CC2=CC=C(C=C12)C(=O)[O-] Quinazoline-7-carboxylate